(2,6-dioxopiperidin-3-yl)-3-methyl-2-oxo-2,3-dihydro-1H-benzo[d]imidazol O=C1NC(CCC1N1C(N(C2=C1C=CC=C2)C)=O)=O